choline-d O(CC[N+](C)(C)C)[2H]